γ-glycidoxypropyldiacetoxyMethylsilane C(C1CO1)OCCC[SiH2]C(OC(C)=O)OC(C)=O